(Z)-2-methyl-2,6-heptandienol C/C(/CO)=C/CCC=C